N-(3-methylsulfonyl-phenyl)-5-(trifluoromethyl)-2-[2-(trifluoromethyl)phenoxy]pyridine CS(=O)(=O)C=1C=C(C=CC1)N1C(C=CC(=C1)C(F)(F)F)OC1=C(C=CC=C1)C(F)(F)F